C1(=CC=C(C=C1)NC1=C(C(=CC=C1)C1=CC=2C(C3=CC=CC=C3C2C=C1)(C)C)B1OC(C(O1)(C)C)(C)C)C1=CC=CC=C1 Biphenyl-4-yl-(9,9-dimethyl-9H-fluoren-2-yl-(4,4,5,5-tetramethyl-[1,3,2]dioxaborolan-2-yl)-phenyl)-amine